C(CCC)[Sn](C1=C(C=C(C=C1)Cl)OCOC)(CCCC)CCCC tributyl-(4-chloro-2-(methoxymethoxy)phenyl)stannane